OC1=CC=C(C=N1)C=1C=CC=C2C=NC(=NC12)NC=1C=CC(=C(C1)NC(=O)C1=CC=C(C(=O)OCC)C=C1)C ethyl 4-((5-((8-(6-hydroxypyridin-3-yl)quinazolin-2-yl)amino)-2-methylphenyl)carbamoyl)benzoate